2-(5-ethyl-2-(2-methoxypyridin-4-yl)-7-oxo-6-(piperazin-1-yl)thiazolo[4,5-b]pyridin-4(7H)-yl)-N-(3-(trifluoromethyl)bicyclo[1.1.1]pentan-1-yl)acetamide hydrochloride Cl.C(C)C1=C(C(C2=C(N1CC(=O)NC13CC(C1)(C3)C(F)(F)F)N=C(S2)C2=CC(=NC=C2)OC)=O)N2CCNCC2